2-chloro-1-(7-((3-((2,6-dimethylphenyl)amino)-1-methyl-1H-pyrazolo[3,4-d]pyrimidin-6-yl)amino)-3,4-dihydroisoquinolin-2(1H)-yl)ethan-1-one ClCC(=O)N1CC2=CC(=CC=C2CC1)NC1=NC=C2C(=N1)N(N=C2NC2=C(C=CC=C2C)C)C